NC1=C(SC2=NC(=CC=C21)C)C(=O)N[C@H]2COC1=CC(=CC=C1C2)N2C[C@](CCC2)(C(F)(F)F)N 3-amino-N-((R)-7-((R)-3-amino-3-(trifluoromethyl)piperidin-1-yl)chroman-3-yl)-6-methylthieno[2,3-b]pyridine-2-carboxamide